4-amino-2,6-dichloro-5-(triisopropylsilyl)acetylenyl-pyridine-3-carboxylic acid NC1=C(C(=NC(=C1C#C[Si](C(C)C)(C(C)C)C(C)C)Cl)Cl)C(=O)O